C(C)S(=O)(=O)[O-].[Pd+2].C(C)S(=O)(=O)[O-] Palladium (II) ethanesulfonate